[PH2]([O-])=O.[Zn+2].[PH2]([O-])=O zinc phosphinate salt